hexyl-[2,2'-bithiophene]-5-Formaldehyde C(CCCCC)C1=C(SC(=C1)C=O)C=1SC=CC1